Methyl cyclobutanecarboxylate (trifluoroacetate) FC(C(=O)O)(F)F.C1(CCC1)C(=O)OC